Natrium (S)-3-(3-(1,5-Dimethyl-4-oxido-2-oxo-1,2-dihydropyridin-3-yl)ureido)-3-(5-phenylthiophen-2-yl)propanoat CN1C(C(=C(C(=C1)C)[O-])NC(N[C@@H](CC(=O)[O-])C=1SC(=CC1)C1=CC=CC=C1)=O)=O.[Na+].[Na+]